CC1=C(OC=2CCC3=CN(N=C3C21)CC2=NC(=CC=C2)C(F)(F)F)C(=O)OCC ethyl 8-methyl-2-{[6-(trifluoromethyl) pyridin-2-yl] methyl}-4,5-dihydro-2H-furo[2,3-g]indazole-7-carboxylate